5,5'-(NAPHTHALEN-2-YLMETHYLENE)BIS(2-AMINOBENZAMIDE) C1=C(C=CC2=CC=CC=C12)C(C=1C=CC(=C(C(=O)N)C1)N)C=1C=CC(=C(C(=O)N)C1)N